ethyldithiobenzoate C(C)SC(C1=CC=CC=C1)=S